C(CCCCCCC\C=C/CCCCCC)(=O)OCCCCCCCCCCCCCCCCCCCCCCCCCCC heptacosyl palmitoleate